C(C)(C)(C)OC(=O)N1CC(C1)C1=NC(=NO1)CC1(CC1)C(F)(F)F.C(C)C(CC)C(CC)CC 3,4-DIETHYL-HEXANE tert-butyl-3-[3-[[1-(trifluoromethyl)cyclopropyl]methyl]-1,2,4-oxadiazol-5-yl]azetidine-1-carboxylate